5-(3,4-difluorophenyl)-N-(piperidin-3-yl)-3-ureidothiophene-2-carboxamide FC=1C=C(C=CC1F)C1=CC(=C(S1)C(=O)NC1CNCCC1)NC(=O)N